heneicosan-1,21-diol C(CCCCCCCCCCCCCCCCCCCCO)O